(R)-5-(4-((1-(3-(1,1-difluoro-2-hydroxyethyl)-2-fluorophenyl)ethyl)amino)-2-methyl-8,9-dihydro-7H-cyclopenta[h]quinazolin-6-yl)-1-methylpyridin-2(1H)-one FC(CO)(F)C=1C(=C(C=CC1)[C@@H](C)NC1=NC(=NC2=C3C(=C(C=C12)C=1C=CC(N(C1)C)=O)CCC3)C)F